[Cl-].C12=CC=C(N1)C=C1C=CC(=N1)C=C1C=CC(N1)=CC=1C=CC(N1)=C2 Porphyrin chloride